FC(COC(C(=O)Cl)=O)(F)F.O=C(C(=O)OCC(F)(F)F)NC=1C=C2C(=NC1)CNC2=O 2,2,2-trifluoroethyl 2-oxo-2-[(5-oxo-6,7-dihydropyrrolo[3,4-b]pyridin-3-yl)amino]acetate 2,2,2-Trifluoroethyl-2-chloro-2-oxo-acetate